FC(C=1C(=C(C=CC1)[C@@H](C)NC1=C2C=C(C(N(C2=NC=C1)C)=O)N1CCC(CC1)(C(=O)NC)C)F)F (R)-1-(5-((1-(3-(difluoromethyl)-2-fluorophenyl)ethyl)amino)-1-methyl-2-oxo-1,2-dihydro-1,8-naphthyridin-3-yl)-N,4-dimethylpiperidine-4-carboxamide